[C@H]12CC(C[C@H](CC1)N2)NC(=O)C2=CC1=C(OC(O1)(F)F)C=C2 N-((1R,3R,5S)-8-aza-bicyclo[3.2.1]oct-3-yl)-2,2-difluorobenzo[d][1,3]dioxole-5-carboxamide